FC1=NC(=CC=C1C=1NC2=CC=C(C=C2C1)O)N1C[C@H](CCC1)OC([3H])([3H])[3H] 2-{2-Fluoro-6-[(3S)-3-(3H3)methoxypiperidin-1-yl]pyridin-3-yl}-1H-indol-5-ol